FC1=C(OC2CN(C2)CC)C(=CC(=C1)F)F 3-(2,4,6-trifluorophenoxy)-1-ethyl-azetidine